C(C)(=O)OCC(CCCCCCCCCCCCCCCCCCC(=O)O)CCCCCCCCCCCCCCCCCC(=O)O.C(CCCCCCCCCCCCCCCCC)(=O)OCC(COC(C)=O)OC(CCCCCCCCCCCCCCCCC)=O 3-Acetoxypropane-1,2-diyl distearate [3-Acetoxypropane-1,2-diyl distearate]